C(=O)(O)CCN(C1=C(C=CC(=C1)OCC(=O)OCC)C)CCC(=O)O 3-[N-(2-carboxyethyl)-5-(2-ethoxy-2-oxo-ethoxy)-2-methyl-anilino]propanoic acid